N-cyclobutyl-4-morpholino-2-[(2E)-2-(m-tolylmethylene)hydrazino]thieno[3,2-d]pyrimidine-6-carboxamide C1(CCC1)NC(=O)C1=CC=2N=C(N=C(C2S1)N1CCOCC1)N/N=C/C=1C=C(C=CC1)C